C(=O)C1=C(C(=O)NC=2C=C3C(=CNC3=CC2)C2CC3CCCCN3CC2)C=CC=C1 5-(2-(formyl)benzoyl)amino-3-(octahydro-2H-quinolizin-2-yl)-1H-indole